FC=1C(=NC=CC1)NS(NC1(CCC1)C)(=O)=O 3-fluoro-2-[(1-methylcyclobutyl)sulfamoylamino]Pyridine